tert-butyl (5R)-3,3-difluoro-5-(4-methyl-2-oxopyrrolidin-1-yl)piperidine-1-carboxylate FC1(CN(C[C@@H](C1)N1C(CC(C1)C)=O)C(=O)OC(C)(C)C)F